CNCC1=CC=CC=C1 N-Methyl-1-phenylmethanamin